7-(6-((3-(4-fluorophenyl)-5-methylisoxazol-4-yl)methoxy)pyridazin-3-yl)-3-methyl-6,7-dihydro-[1,2,4]triazolo[4,3-a]pyrazin-8(5H)-one FC1=CC=C(C=C1)C1=NOC(=C1COC1=CC=C(N=N1)N1C(C=2N(CC1)C(=NN2)C)=O)C